7-isopropoxy-2-(3-methoxybicyclo[1.1.1]pent-1-yl)-N-(2-methoxypyridin-3-yl)imidazo[1,2-a]pyridine-6-carboxamide trifluoroacetate FC(C(=O)O)(F)F.C(C)(C)OC1=CC=2N(C=C1C(=O)NC=1C(=NC=CC1)OC)C=C(N2)C21CC(C2)(C1)OC